FC(OC1=C(C=CC(=C1F)F)[C@@H]1[C@H](O[C@@]([C@H]1C)(C(F)(F)F)C)C(=O)NC1=CC(=NC=C1C)C(=O)N)F (2S,3R,4S,5S)-4-[[3-[2-(difluoromethoxy)-3,4-difluoro-phenyl]-4,5-dimethyl-5-(trifluoromethyl)tetrahydrofuran-2-carbonyl]amino]-5-methyl-pyridine-2-carboxamide